(S)-4-((3-hydroxy-2-(hydroxymethyl)propyl)(4-(5,6,7,8-tetrahydro-1,8-naphthyridin-2-yl)butyl)amino)-2-(quinazolin-4-ylamino)butanoic acid OCC(CN(CC[C@@H](C(=O)O)NC1=NC=NC2=CC=CC=C12)CCCCC1=NC=2NCCCC2C=C1)CO